tert-butyl 4-(6,7-dimethoxyquinazolin-4-yl)-1,4-diazepan-1-carboxylate COC=1C=C2C(=NC=NC2=CC1OC)N1CCN(CCC1)C(=O)OC(C)(C)C